N4-(7-chloroquinolin-4-yl)pentane-1,4-diamine CC(CCCN)NC1=C2C=CC(=CC2=NC=C1)Cl